OP(O)OP(O)O.C(C)(C)(C)C1=C(C(=CC(=C1)C(C)CC)C(C)(C)C)C(O)(C(CO)(CO)CO)C1=C(C=C(C=C1C(C)(C)C)C(C)CC)C(C)(C)C bis(2,6-di-t-butyl-4-sec-butyl-phenyl)pentaerythritol diphosphite